(1-benzyl-1H-indazol-6-yl)pyrimidin-2(1H)-one C(C1=CC=CC=C1)N1N=CC2=CC=C(C=C12)N1C(N=CC=C1)=O